BrC1=CC(N(C=C1)C(C)C1=NN(C=C1)C)=O 4-bromo-1-(1-(1-methyl-1H-pyrazol-3-yl)ethyl)pyridin-2(1H)-one